C(#N)C1=CC(=C(C(=C1)C(C)C)NC(=O)NS(=O)(=O)C=1SC(=CN1)C(C)(C)O)C(C)C N-(4-cyano-2,6-diisopropylphenyl-carbamoyl)-5-(2-hydroxypropan-2-yl)thiazole-2-sulfonamide